N-(8-azaspiro[4.5]decan-1-yl)benzamide C1(CCCC12CCNCC2)NC(C2=CC=CC=C2)=O